tetrahydrocyclopenta[2,3-b]indole C1CCC2N=C3C=CC=CC3=C21